C(C)C(CC[C@]([C@@]1(C(=C(C(=O)O1)O)[O-])CC(O)CO)(O)CO)CCC 3-ethylhexylglyceryl-ascorbate